C(C)(C)(C)C1CCC(=O)OCC1 4-tert-butyl-caprolactone